4-(Difluoromethylene)cyclohexan-1-one FC(=C1CCC(CC1)=O)F